N(=[N+]=[N-])CCNC=1C(=NON1)/C(=N/O)/NC1=CC(=C(C=C1)F)Br (Z)-4-((2-azidoethyl)amino)-N-(3-bromo-4-fluorophenyl)-N'-hydroxy-1,2,5-oxadiazole-3-carboxamidine